COC(=O)C1=CNC=C(C1C1=CC=C(C=C1)O)C(=O)OC 4-(4-hydroxyphenyl)-1,4-dihydropyridine-3,5-dicarboxylic acid dimethyl ester